NC(C(=O)O)(CNC)C 2-AMINO-2-METHYL-3-METHYLAMINO-PROPANOIC ACID